O=C1NC(CCC1N1C(C2=CC=C(C=C2C1)NC(=O)C=1OC=CN1)=O)=O N-(2-(2,6-dioxopiperidin-3-yl)-1-oxoisoindolin-5-yl)oxazole-2-carboxamide